2-(1-ethoxyvinyl)-5-fluoro-3-nitrobenzoic acid tert-butyl ester C(C)(C)(C)OC(C1=C(C(=CC(=C1)F)[N+](=O)[O-])C(=C)OCC)=O